tris(butylcresyl)butane C(CCC)C1=C(C=CC(=C1)C)C(CCC)(C1=C(C=C(C=C1)C)CCCC)C1=C(C=C(C=C1)C)CCCC